[20-oxo-8,9,10,21-tetraazahexacyclo[19.5.3.216,19.13,7.06,10.024,28]dotriaconta-1(26),3(32),4,6,8,16,18,24,27,30-decaen-2-yl]acetic acid O=C1C2=CC=C(CCCCCN3N=NC4=C3C=CC(C(C3=CC=C5CCN1CC5=C3)CC(=O)O)=C4)C=C2